N[C@H](C(=O)[O-])CC[S+](C)C[C@H]1O[C@H]([C@@H]([C@@H]1O)O)N1C2=NC=NC(=C2N=C1)N (2S)-2-amino-4-((((2S,3S,4R,5R)-5-(6-amino-9H-purin-9-yl)-3,4-dihydroxytetrahydrofuran-2-yl)methyl)(methyl)sulfonio)butanoate